2,2'-[naphthalene-1,4-diylbis(oxyethane-2,1-diyloxy[1,1'-binaphthalene]-2',2-diyloxy)]di(ethan-1-ol) C1(=CC=C(C2=CC=CC=C12)OCCOC1=C(C2=CC=CC=C2C=C1)C1=C(C=CC2=CC=CC=C12)OCCO)OCCOC1=C(C2=CC=CC=C2C=C1)C1=C(C=CC2=CC=CC=C12)OCCO